N-[[4-(5-amino-4-cyano-1-cyclopentyl-pyrazol-3-yl)phenyl]methyl]-2-methoxy-benzamide NC1=C(C(=NN1C1CCCC1)C1=CC=C(C=C1)CNC(C1=C(C=CC=C1)OC)=O)C#N